2-Methyldihydro-2H-thiopyran-3(4H)-one 1,1-dioxide CC1S(CCCC1=O)(=O)=O